3,3-Dimethoxycyclobutanol COC1(CC(C1)O)OC